FC1=C(C(=CC=C1)C1=CC=C(C=C1)C(F)(F)F)C(=O)NCC1(NC(NC1=O)=O)C1(CC1)F fluoro-N-{[4-(1-fluorocyclopropyl)-2,5-dioxoimidazolidin-4-yl]methyl}-4'-(trifluoromethyl)[biphenyl]-2-carboxamide